The molecule is a chiral mycolic acid analogue comprising 3-hydroxypropanoic acid having a tetracosanyl group at position 2 and a further long-chain alkyl group containing cyclopropyl and hydroxy functions attached at position 3. CCCCCCCCCCCCCCCCCCCCCCCC[C@H]([C@@H](CCCCCCCCCCCCCCCC[C@@H]1C[C@@H]1[C@H](C)CCCCCCCCCCCCCCCCCC[C@@H]([C@@H](C)CCCCCCCCCCCCCCCCCC)O)O)C(=O)O